ClC=1SC(=CN1)C=1N(C=C(N1)C(F)F)CC1=NC=C(C=N1)Cl 2-CHLORO-5-[1-[(5-CHLOROPYRIMIDIN-2-YL)METHYL]-4-(DIFLUOROMETHYL)IMIDAZOL-2-YL]THIAZOLE